3-(6-(6-(difluoromethyl)imidazo[1,2-b]pyridazin-3-yl)pyrimidin-4-yl)-2,5-dihydro-1H-pyrrole-1-carboxylic acid tert-butyl ester C(C)(C)(C)OC(=O)N1CC(=CC1)C1=NC=NC(=C1)C1=CN=C2N1N=C(C=C2)C(F)F